methyl N-[5-[6-(6-methoxyindoline-1-carbonyl)imidazo[1,2-a]pyridin-3-yl]-2-pyridyl]carbamate COC1=CC=C2CCN(C2=C1)C(=O)C=1C=CC=2N(C1)C(=CN2)C=2C=CC(=NC2)NC(OC)=O